6-[5-(6-cyano-4-methyl-pyridin-3-yloxy)-3-methyl-3H-imidazo[4,5-b]pyridin-7-ylamino]-N-(2-hydroxy-propyl)-nicotinamide C(#N)C1=CC(=C(C=N1)OC1=CC(=C2C(=N1)N(C=N2)C)NC2=NC=C(C(=O)NCC(C)O)C=C2)C